5-Isobutylindole C(C(C)C)C=1C=C2C=CNC2=CC1